Cl.Cl.FC=1C=C(C=CC1)[C@H](O)[C@@H]1N[C@@H](CC1)C[C@@H]1CNCCC1 (S)-(3-Fluorophenyl)((2R,5S)-5-(((R)-piperidin-3-yl)methyl)pyrrolidin-2-yl)methanol dihydrochloride